fluorodeoxyglucosamine FC1[C@H](N)[C@@H](O)[C@H](O)[C@H](O1)CO